3-((6-amino-8-bromo-2-fluoro-9H-purin-9-yl)methyl)phenethyl methanesulfonate CS(=O)(=O)OCCC1=CC(=CC=C1)CN1C2=NC(=NC(=C2N=C1Br)N)F